8-[(diethylamino)methyl]-5,7-dihydroxy-3-(4-methoxyphenyl)-4H-chromen-4-one C(C)N(CC)CC=1C(=CC(=C2C(C(=COC12)C1=CC=C(C=C1)OC)=O)O)O